C(C)(=O)OI(C1=CC=C(C(=O)C2=CC=CC=C2)C=C1)OC(C)=O 4-(diacetoxyiodo)benzophenone